C(C)O/C=C/C1=NC=NC(=C1)SC 4-[(E)-2-ethoxyvinyl]-6-methylsulfanyl-pyrimidine